7-(1-((((S)-1-oxo-1-propoxypropan-2-yl)amino)(phenoxy)phosphoryl)ethyl)-2-naphthoic acid O=C([C@H](C)NP(=O)(OC1=CC=CC=C1)C(C)C1=CC=C2C=CC(=CC2=C1)C(=O)O)OCCC